N-(4-(7-bromo-1-isopropyl-2-oxo-1,4-dihydro-2H-spiro[pyrido[2,3-b]pyrazine-3,3'-pyrrolidine]-1'-carbonyl)phenyl)acrylamide BrC1=CC2=C(NC3(CN(CC3)C(=O)C3=CC=C(C=C3)NC(C=C)=O)C(N2C(C)C)=O)N=C1